C1(=CC=CC=C1)OB(O)O boric acid phenyl ester